O1C(C1)CN(CCC[Si](OC)(OC)OC)CC1OC1 N,N-bis(oxiran-ylmethyl)-3-(trimethoxysilyl)propan-1-amine